C(CCCCCCCCCCC)(=O)O.BrCCCCC(=O)O 5-Bromopentanoic acid laurate